NC1CN(CC1OC)C(=O)[O-] 3-amino-4-methoxypyrrolidin-1-carboxylate